OC1(C(CC2=C(C=CC=C2)O)C=CC=C1)Cl (2-hydroxy-2-chlorobenzyl)-phenol